FC=1C=C(C=CC1)C=1C=NC(=NC1)NC=1C=C(C(=O)NCC2=C(C=CC=C2)C(F)(F)F)C=CC1 3-((5-(3-fluorophenyl)pyrimidin-2-yl)amino)-N-(2-(trifluoromethyl)benzyl)benzamide